BrC=1C(=CC(=C(C1)S(=O)(=O)N[C@@H](CNC1=CC=CC=C1)C1CCC1)F)Cl (R)-5-bromo-4-chloro-N-(1-cyclobutyl-2-(phenylamino)ethyl)-2-fluorobenzenesulfonamide